L-cysteine Hydrochloride Salt Cl.N[C@@H](CS)C(=O)O